C[AsH]C1=CC=CC=C1 methylphenylarsine